Cyclobutyl (((cis-3-(2-amino-6-methoxy-9H-purin-9-yl) cyclobutyl)methoxy) (4-bromophenoxy) phosphoryl)-L-alaninate NC1=NC(=C2N=CN(C2=N1)[C@H]1C[C@H](C1)COP(=O)(OC1=CC=C(C=C1)Br)N[C@@H](C)C(=O)OC1CCC1)OC